tert-butyl (2S)-4-[7-(3-benzyloxy-1-naphthyl)-2-[[(3R)-1-methyl pyrrolidin-3-yl]methoxy]-6,8-dihydro-5H-pyrido[3,4-d]pyrimidin-4-yl]-2-(cyanomethyl)piperazine-1-carboxylate C(C1=CC=CC=C1)OC=1C=C(C2=CC=CC=C2C1)N1CC=2N=C(N=C(C2CC1)N1C[C@@H](N(CC1)C(=O)OC(C)(C)C)CC#N)OC[C@H]1CN(CC1)C